3-(methylamino)-1-phenylpropan-1-one CNCCC(=O)C1=CC=CC=C1